tert-butyl 3-(2-amino-3-(1-fluorocyclopropane-1-carboxamido)pyridin-4-yl)-3,8-diazabicyclo[3.2.1]octane-8-carboxylate NC1=NC=CC(=C1NC(=O)C1(CC1)F)N1CC2CCC(C1)N2C(=O)OC(C)(C)C